isopentyl-4-dimethylaminobenzoate C(CC(C)C)OC(C1=CC=C(C=C1)N(C)C)=O